ClC=1C=C(C=CC1Cl)NC(=O)N1C2CC3=C(C(=NC=C3)F)C1CC2 (±)-N-(3,4-dichlorophenyl)-1-fluoro-6,7,8,9-tetrahydro-5H-6,9-epiminocyclohepta[c]pyridine-10-carboxamide